3-(2-Fluoro-5-(pyrimidin-2-yl)-4-(trifluoromethyl)benzamido)-2-phenyl-2H-indazole-6-carboxamide FC1=C(C(=O)NC=2N(N=C3C=C(C=CC23)C(=O)N)C2=CC=CC=C2)C=C(C(=C1)C(F)(F)F)C1=NC=CC=N1